O[C@@H]1[C@H]2[C@@H]([C@H]([C@@H](C1)O2)C(=O)NC2=CC(=C(C=C2)C)C(F)(F)F)C=2C(=NN(C2)C)C(F)(F)F |r| rac-(1r,2r,3s,4r,5s)-5-hydroxy-3-(1-methyl-3-(trifluoromethyl)-1H-pyrazol-4-yl)-N-(4-methyl-3-(trifluoromethyl)phenyl)-7-oxabicyclo[2.2.1]heptane-2-carboxamide